2-methylbenzo[d]oxazol CC=1OC2=C(N1)C=CC=C2